ClC1=CC=C(C[C@@H]2NC[C@H]3N(C2)CCCC3)C=C1 (3S,9aS)-3-(4-chlorobenzyl)octahydro-2H-pyrido[1,2-a]pyrazine